NC1=NN(C=C1C=1C2=C(N=CN1)NC=C2)C2(CN(C2)C2CCN(CC2)CC2=C(C(=NC=C2)C(F)(F)F)F)CC#N 2-(3-(3-amino-4-(7H-pyrrolo[2,3-d]pyrimidin-4-yl)-1H-pyrazol-1-yl)-1-(1-(3-fluoro-2-(trifluoromethyl)isonicotinyl)piperidin-4-yl)azetidin-3-yl)acetonitrile